5-cyanobenzo[d]oxazol-2-amine C(#N)C=1C=CC2=C(N=C(O2)N)C1